N-((1S,2R)-2-((4-bromo-2-(3,3-difluoroazetidine-1-carbonyl)-6-nitrophenyl)amino)cyclohexyl)isoquinoline-4-carboxamide 1,2-Dilauroyl-sn-Glycero-3-Phosphate C(CCCCCCCCCCC)(=O)OC[C@@H](OC(CCCCCCCCCCC)=O)COP(=O)(O)O.BrC1=CC(=C(C(=C1)[N+](=O)[O-])N[C@H]1[C@H](CCCC1)NC(=O)C1=CN=CC2=CC=CC=C12)C(=O)N1CC(C1)(F)F